tert-Butyl (4-bromo-3-methyl-2-nitrophenyl)carbamate BrC1=C(C(=C(C=C1)NC(OC(C)(C)C)=O)[N+](=O)[O-])C